(1R,3S,6S)-3-((4-bromophenoxy)methyl)-7,7-difluoro-1-methyl-2,5-dioxabicyclo[4.1.0]heptane BrC1=CC=C(OC[C@H]2O[C@]3(C([C@H]3OC2)(F)F)C)C=C1